(E)-4-(4-((2-(2,6-dioxopiperidin-3-yl)-1,3-dioxoisoindolin-5-yl)methyl)piperazin-1-yl)but-2-enoic acid O=C1NC(CCC1N1C(C2=CC=C(C=C2C1=O)CN1CCN(CC1)C/C=C/C(=O)O)=O)=O